OC1(CN(C1)C(CC1=CC=C(C=C1)NC=1N=CC2=C(N1)CN(CC2)C2=C(C1=C(OCCN1C(=O)OC(C)(C)C)N=C2)C)=O)C tert-butyl 7-[2-({4-[2-(3-hydroxy-3-methylazetidin-1-yl)-2-oxoethyl]phenyl}amino)-5H,6H,7H,8H-pyrido[3,4-d]pyrimidin-7-yl]-8-methyl-1H,2H,3H-pyrido[2,3-b][1,4]oxazine-1-carboxylate